2-(methacryloyloxy)ethylphosphonic acid C(C(=C)C)(=O)OCCP(O)(O)=O